tert-butyl 1-((4-(2,6-difluoro-4-nitrophenoxy)-7-methoxyquinolin-6-yl)oxy)cyclopropane-1-carboxylate FC1=C(OC2=CC=NC3=CC(=C(C=C23)OC2(CC2)C(=O)OC(C)(C)C)OC)C(=CC(=C1)[N+](=O)[O-])F